N[C@@H]1C2=CC=CC=C2CC12CCN(CC2)C=2NC(C1=C(N2)NN=C1C=1C2=C(NS(C1)(=O)=O)C=CC=C2)=O (S)-6-(1-amino-1,3-dihydrospiro[indene-2,4'-piperidin]-1'-yl)-3-(2,2-dioxido-1H-benzo[c][1,2]thiazin-4-yl)-1,5-dihydro-4H-pyrazolo[3,4-d]pyrimidin-4-one